C1(CC1)C1=NC(=NC(=C1C=1C=C2C(=CC=NC2=CC1)C)C1=CC=C(C=C1)F)NC(=O)N1CCOCC1 N-(4-cyclopropyl-6-(4-fluorophenyl)-5-(4-methylquinolin-6-yl)pyrimidin-2-yl)morpholine-4-carboxamide